C(C)NCCCNCCCCNCCCCNCCCNCC 1,17-bis(ethylamino)-4,9,14-triazaheptadecane